5-azulenesulfonic acid C1=CC=C2C=C(C=CC=C12)S(=O)(=O)O